(E)-diphenylmethane diisocyanate [N-]=C=O.[N-]=C=O.C1(=CC=CC=C1)CC1=CC=CC=C1